OC1=CC=C(C=C1)C1(C(NC2=C(C=CC=C12)C(F)(F)F)=O)N1CCCCC1 3-(4-hydroxyphenyl)-3-(piperidin-1-yl)-7-(trifluoromethyl)indol-2-one